tert-Butyl N-[6-[3-cyano-4-(4,4,5,5-tetramethyl-1,3,2-dioxaborolan-2-yl)pyrazol-1-yl]-3-pyridyl]carbamate C(#N)C1=NN(C=C1B1OC(C(O1)(C)C)(C)C)C1=CC=C(C=N1)NC(OC(C)(C)C)=O